(R)-3-methyl-5-(N-(2-(2-methylpiperazin-1-yl)phenyl)-N-phenethylsulfamoyl)benzofuran-2-carboxylic acid ethyl ester C(C)OC(=O)C=1OC2=C(C1C)C=C(C=C2)S(N(CCC2=CC=CC=C2)C2=C(C=CC=C2)N2[C@@H](CNCC2)C)(=O)=O